N-(2-bromo-4,6-dimethylphenyl)-2,2,2-trifluoroacetamide BrC1=C(C(=CC(=C1)C)C)NC(C(F)(F)F)=O